CC1=CC=C(C=C1)S(=O)(=O)[O-].C[N+]1=CC=C(C=C1)CCCCCC N-methyl-4-hexylpyridinium p-toluenesulfonate salt